COC=1C=C(C=CC(=O)NC=2C(C(=O)O)=CC=CC2)C=CC1OC N-[3',4'-dimethoxycinnamoyl]-anthranilic acid